O=C1NC(CCC1N1C(N(C2=C1C=CC=C2CN2CCN(CC2)C2CCN(CC2)C(=O)OC(C)(C)C)C)=O)=O tert-butyl 4-[4-[[1-(2,6-dioxo-3-piperidyl)-3-methyl-2-oxo-benzimidazol-4-yl] methyl]piperazin-1-yl]piperidine-1-carboxylate